3-(2-Chloro-4-[(2S,4E)-2-(hydroxymethyl)-4-(methoxyimino)pyrrolidine-1-carbonyl]phenyl)-2-methylbenzonitrile ClC1=C(C=CC(=C1)C(=O)N1[C@@H](C\C(\C1)=N/OC)CO)C=1C(=C(C#N)C=CC1)C